FC1=CC=C(C=N1)NC(=O)C1=C(N(C(=C1C)C(C(=O)NC(CN1CCOCC1)(C)C)=O)C)C N-(6-fluoropyridin-3-yl)-1,2,4-trimethyl-5-(2-((2-methyl-1-morpholinopropan-2-yl)amino)-2-oxoacetyl)-1H-pyrrole-3-carboxamide